(R)-5-(3,4-dimethylphenyl)-N-(1,1-dioxido-2,3-dihydrothiophen-3-yl)-3-fluorothiophene-2-carboxamide CC=1C=C(C=CC1C)C1=CC(=C(S1)C(=O)N[C@H]1CS(C=C1)(=O)=O)F